ClCC1=C(C=CC(=C1)C)C1OCCC1 2-(2-(Chloromethyl)-4-methylphenyl)tetrahydrofuran